C1(CC1)C1=C(C(=NO1)C1=C(C=CC=C1)OC(F)(F)F)COC1C(CNCC1)(F)F 5-cyclopropyl-4-(((3,3-difluoropiperidin-4-yl)oxy)methyl)-3-(2-(trifluoromethoxy)phenyl)isoxazole